24-methyl-cholest-5,22-dien-3β-ol CC(C(C)C)C=C[C@@H](C)[C@H]1CC[C@H]2[C@@H]3CC=C4C[C@H](CC[C@]4(C)[C@H]3CC[C@]12C)O